5-benzyl-6-(2'-chloro-4'-ethoxy-3'-fluoro-2,3,4,5-tetrahydro-[1,1'-biphenyl]-4-yl)pyrimidine-2,4(1H,3H)-dione C(C1=CC=CC=C1)C=1C(NC(NC1C1CCC(=CC1)C1=C(C(=C(C=C1)OCC)F)Cl)=O)=O